(Z)-3alpha-benzoyloxy-5beta-pregna-9(11),17(20)-diene C(C1=CC=CC=C1)(=O)O[C@H]1C[C@H]2CC[C@H]3[C@@H]4CC/C(=C/C)/[C@]4(CC=C3[C@]2(CC1)C)C